tert-Butyl rac-(2R,5S)-5-methyl-2-[rac-(E)-3-(diethylamino)prop-2-enoyl]piperidine-1-carboxylate tert-Butyl-rac-(2R,5S)-5-methyl-2-prop-2-ynoyl-piperidine-1-carboxylate C(C)(C)(C)OC(=O)N1[C@H](CC[C@@H](C1)C)C(C#C)=O.C[C@H]1CC[C@@H](N(C1)C(=O)OC(C)(C)C)C(\C=C\N(CC)CC)=O |r|